C1(CC1)CN[C@H]1C[C@H](N(CC1)CC1=C2C=CNC2=C(C=C1OC)C)C1=CC=C(C(=O)O)C=C1 4-((2S,4R)-4-((cyclopropylmethyl)amino)-1-((5-methoxy-7-methyl-1H-indol-4-yl)methyl)piperidin-2-yl)benzoic acid